N-((1-(difluoromethyl)-1H-pyrazol-4-yl)methyl)-5-(2-ethoxypyridin-3-yl)-1-isopropyl-N-(4-methoxybenzyl)-3-methyl-1H-pyrazolo[4,3-b]pyridine-amine FC(N1N=CC(=C1)CN(C1(NN(C=2C1=NC(=CC2)C=2C(=NC=CC2)OCC)C(C)C)C)CC2=CC=C(C=C2)OC)F